tert-Butyl 7-(2-(4-amino-2-ethylphenoxy)ethyl)-4,7-diazaspiro[2.5]octane-4-carboxylate NC1=CC(=C(OCCN2CCN(C3(CC3)C2)C(=O)OC(C)(C)C)C=C1)CC